ClC1=CC=C(C=C1)C(C(=O)NCCC1=CC(=C(C=C1)OCC#C)OC)OCC#C 4-chloro-N-[2-[3-methoxy-4-(2-propynyloxy)phenyl]ethyl]α-(2-propynyloxyl)-benzeneacetamide